(1R,3R)-5-(2-((1R,3aS,7aR,E)-1-((R)-5-((R)-3-fluoropyrrolidin-1-yl)pentan-2-yl)-7a-Methyloctahydro-4H-inden-4-ylidene)ethylidene)cyclohexane-1,3-diol F[C@H]1CN(CC1)CCC[C@@H](C)[C@H]1CC[C@H]2\C(\CCC[C@]12C)=C\C=C1C[C@H](C[C@@H](C1)O)O